C[SH2](=O)C dimethyl-lambda6-sulfanone